FC(C(=O)O)(F)F.C1(=NN=CC2=CC=CC=C12)N Phthalazin-1-amine trifluoroacetate